(-)-amphetamine C[C@H](CC1=CC=CC=C1)N